The molecule is a tetrahydroxyanthraquinone that is 1,3,6,8-tetrahydroxy-9,10-anthraquinone bearing a 1,5-dihydroxyhexyl substituent at position 2 (the 1'S,5'S-diastereomer). It has a role as a metabolite. It is a polyketide, a polyphenol and a tetrahydroxyanthraquinone. It is a conjugate acid of a (1'S,5'S)-5'-hydroxyaverantin(1-). C[C@@H](CCC[C@@H](C1=C(C=C2C(=C1O)C(=O)C3=C(C2=O)C=C(C=C3O)O)O)O)O